methyl (diphenylphosphinite) C1(=CC=CC=C1)P(OC)C1=CC=CC=C1